N'-monomethyl-L-arginine acetate C(C)(=O)O.CN(CCC[C@H](N)C(=O)O)C(N)=N